dichloromethyl-(6-(tert-butoxy)hexyl)silane ClC(Cl)[SiH2]CCCCCCOC(C)(C)C